BrC1=CC(=C(C=C1)[C@H]1[C@H](CC2=C(NC(N(C2=O)C2CCOCC2)=O)N1)F)F (6S,7S)-7-(4-bromo-2-fluorophenyl)-6-fluoro-3-(tetrahydro-2H-pyran-4-yl)-5,6,7,8-tetrahydropyrido[2,3-d]pyrimidine-2,4(1H,3H)-dione